ethyl (S)-3-piperidinecarboxylate N1C[C@H](CCC1)C(=O)OCC